NC1=NC(=NC(=C1N(C(OC)=O)C)N)C1=NN(C2=C(C=CC=C12)F)CC1=NC=CC=C1 methyl (4,6-diamino-2-(7-fluoro-1-(pyridin-2-ylmethyl)-1H-indazol-3-yl) pyrimidin-5-yl)(methyl)carbamate